1,3-diphenyl-1H-pyrazolo[3,4-d]pyrimidin-6-ol C1(=CC=CC=C1)N1N=C(C=2C1=NC(=NC2)O)C2=CC=CC=C2